Cl.FC=1C=C(C=NC1)C1[C@@H](C1)N (1R)-2-(5-fluoro-3-pyridinyl)cyclopropylamine hydrochloride